NC=1C(=NON1)/C(=N/O)/Cl (Z)-4-amino-N-hydroxy-1,2,5-oxadiazole-3-carbonimidoyl chloride